triphenoxyethylene O(C1=CC=CC=C1)C=C(OC1=CC=CC=C1)OC1=CC=CC=C1